ClC1=NC=CC(=C1)OC=1C(=NNC1)C1=CC=CC=C1 2-chloro-4-((3-phenyl-1H-pyrazol-4-yl)oxy)pyridine